C1(CC1)[C@]1(C(N(C[C@H]1C)C1=CNC2=NC=C(C=C21)C=2C=NN(C2)C)=O)C#N (3R,4S)-3-cyclopropyl-4-methyl-1-[5-(1-methylpyrazol-4-yl)-1H-pyrrolo[2,3-b]pyridin-3-yl]-2-oxopyrrolidine-3-carbonitrile